N1=CC=CC=2CCCC(C12)=O 6,7-Dihydro-quinolin-8(5H)-one